2,2'-((2-((2-(3-(2-((cyanomethyl)(2-((cyanomethyl)amino)eth-yl)amino)ethyl)-2-oxoimidazolidin-1-yl)ethyl)amino)ethyl)azane-diyl)diacetonitrile C(#N)CN(CCN1C(N(CC1)CCNCCN(CC#N)CC#N)=O)CCNCC#N